C1(CCC1)C=1C(=NN(C1C1=CC=C(C=C1)OC(F)(F)F)C)NC(C1=CC=CC=C1)=O N-(4-cyclobutyl-1-methyl-5-(4-(trifluoromethoxy)phenyl)-1H-pyrazol-3-yl)benzamide